1-(2-(4-fluoro-3-nitrophenylamino)pyrimidin-4-yl)-3-methyl-1H-pyrazole-4-carbaldehyde FC1=C(C=C(C=C1)NC1=NC=CC(=N1)N1N=C(C(=C1)C=O)C)[N+](=O)[O-]